C[C@@H]1CN(C[C@H]2N1CC=1C=CC(=CC1C2)N2CCN(CC2)C(=O)[C@]2(NCCC2)C)C2=C1C=CC=NC1=C(C=C2)C#N 5-[(4R,11aS)-4-Methyl-9-[4-[(2S)-2-methylpyrrolidin-2-carbonyl]piperazin-1-yl]-1,3,4,6,11,11a-hexahydropyrazino[1,2-b]isochinolin-2-yl]chinolin-8-carbonitril